C1(CCCC1)NC(=O)C1=CC2=C(N=C(S2)N2CCC3(CN(C3)C)CC2)C=C1 N-cyclopentyl-2-(2-methyl-2,7-diazaspiro[3.5]nonan-7-yl)benzo[d]thiazole-6-carboxamide